ClC=1C=C2CCNC(C2=C(C1)Cl)(C)C 6,8-dichloro-1,1-dimethyl-1,2,3,4-tetrahydroisoquinoline